2-((2-phenylpyrimidin-4-yl)amino)butanoic acid C1(=CC=CC=C1)C1=NC=CC(=N1)NC(C(=O)O)CC